N1(C=NC=C1)CCONC(=O)[C@H]1N2C(N([C@H](CC1)C2)OS(=O)(=O)O)=O.[NH+]2=CC=CC=C2 pyridinium (2S,5R)-N-[2-(1H-imidazol-1-yl)ethoxy]-7-oxo-6-(sulfooxy)-1,6-diazabicyclo[3.2.1]octane-2-carboxamide